2-(methyl-(pyrrolidin-3-ylmethyl)amino)ethan CN(CC)CC1CNCC1